ClC=1C(=CC2=C(C3=CC=CC=C3N=C2C1)NC1CCNCC1)OC 3-chloro-2-methoxy-N-(piperidin-4-yl)acridin-9-amine